2-hydroxyethyl acrylate (2-Hydroxyethylacrylate) OCCC(C(=O)O)=C.C(C=C)(=O)OCCO